N-[(1S)-1-(dicyclopropyl-methyl)-2-oxo-2-[[1-[1-[2-(2,2,2-trifluoroethyl)pyrazol-3-yl]ethyl]pyrazol-4-yl]amino]ethyl]-2-isopropyl-pyrazole-3-carboxamide C1(CC1)C([C@@H](C(NC=1C=NN(C1)C(C)C=1N(N=CC1)CC(F)(F)F)=O)NC(=O)C=1N(N=CC1)C(C)C)C1CC1